NC=1C=C(C=C(C1)C(F)(F)F)[C@@H](C)NC(=O)C1=CN(C(C=C1)=O)C1=CC(=CC=C1)CO N-[(1R)-1-[3-amino-5-(trifluoromethyl)phenyl]ethyl]-1-[3-(hydroxymethyl)phenyl]-6-oxo-1,6-dihydropyridine-3-carboxamide